The molecule is a monohydroxybenzoic acid that is 2-hydroxybenzoic acid substituted by a 2-(4-hydroxyphenyl)-2-oxoethyl group at position 6. It has been isolated from the roots of Scorzonera judaica. It has a role as a metabolite and a plant metabolite. It is a monohydroxybenzoic acid, a member of phenols and an aromatic ketone. C1=CC(=C(C(=C1)O)C(=O)O)CC(=O)C2=CC=C(C=C2)O